beta-propylmercapto-butyraldehyde C(CC)SC(CC=O)C